[Si](C1=CC=CC=C1)(C1=CC=CC=C1)(C(C)(C)C)OC[C@@H]1N(CCC1)S(=O)(=N)C (2R)-2-(((tert-butyldiphenylsilyl)oxy)methyl)-1-(S-methylsulfonimidoyl)pyrrolidine